1-ethylphosphoramid C(C)NP(=O)(N)N